N-ethyl-3-((2S)-2-hydroxy-3-(8-(5-methyl-1-phenyl-1H-pyrazol-4-ylsulfonyl)-1-oxa-8-azaspiro[4.5]decan-3-ylamino)propoxy)benzenesulfonamide C(C)NS(=O)(=O)C1=CC(=CC=C1)OC[C@H](CNC1COC2(C1)CCN(CC2)S(=O)(=O)C=2C=NN(C2C)C2=CC=CC=C2)O